BrC=1C=NN2C1N=C(C=C2Cl)C=2C=NC=C(C2)F 3-bromo-7-chloro-5-(5-fluoro-3-pyridinyl)pyrazolo[1,5-a]Pyrimidine